5-((2-(2-((6-chlorohexyl)oxy)ethoxy)ethyl)carbamoyl)-2-(6-hydroxy-3-oxo-3H-xanthen-9-yl)benzoic acid ClCCCCCCOCCOCCNC(=O)C=1C=CC(=C(C(=O)O)C1)C=1C2=CC=C(C=C2OC2=CC(C=CC12)=O)O